2-(2-isopropyl-5-methylphenoxy)acetic acid C(C)(C)C1=C(OCC(=O)O)C=C(C=C1)C